NC=1C=CC(=C(C(=O)O)C1)O[C@H]1OC[C@H]([C@H]([C@H]1OC(CC(C([2H])([2H])[2H])([2H])[2H])=O)OC(CC(C([2H])([2H])[2H])([2H])[2H])=O)OC(CC(C([2H])([2H])[2H])([2H])[2H])=O 5-amino-2-{[(2R,3R,4R,5R)-3,4,5-tris[(3,3,4,4,4-2H5)butanoyloxy]oxan-2-yl]oxy}benzoic acid